C(CCC)(=O)C1=CC(=C(C=N1)C=1C=2N(C3=C(C1)N=C(S3)NC(=O)[C@H]3[C@H](C3)F)N=CN2)C (1S,2S)-N-(5-(6-butyryl-4-methylpyridin-3-yl)thiazolo[4,5-e][1,2,4]triazolo[1,5-a]pyridin-2-yl)-2-fluorocyclopropane-1-carboxamide